silver phosphate salt P(=O)([O-])([O-])[O-].[Ag+].[Ag+].[Ag+]